BrC=1C(=C(C#N)C(=CC1C)F)F 3-bromo-2,6-difluoro-4-methylbenzonitrile